4-(5-{[(3S)-3-(2-isopropoxyphenyl)piperazin-1-yl]methyl}-2-methoxypyridin-3-yl)morpholine C(C)(C)OC1=C(C=CC=C1)[C@H]1CN(CCN1)CC=1C=C(C(=NC1)OC)N1CCOCC1